triglycerin distearate C(CCCCCCCCCCCCCCCCC)(=O)O.C(CCCCCCCCCCCCCCCCC)(=O)O.OCC(O)CO.OCC(O)CO.OCC(O)CO